O[C@@H]1C[C@H](N(C1)C([C@H](C(C)C)C1=CC(=NO1)N1CCN(CC1)CC1CCNCC1)=O)C(=O)N[C@@H](C)C1=CC=C(C=C1)C1=C(N=CS1)C (2S,4R)-4-hydroxy-1-[(2R)-3-methyl-2-[3-[4-(4-piperidylmethyl)piperazin-1-yl]isoxazol-5-yl]butanoyl]-N-[(1S)-1-[4-(4-methylthiazol-5-yl)phenyl]ethyl]pyrrolidine-2-carboxamide